C1(=CC=CC=C1)OCCC(C(=O)O)=C.C(C=C)(=O)OCCOC1=CC=CC=C1 phenoxyethyl acrylate (phenyloxyethyl acrylate)